1-allyl-hydantoin tert-butyl-2-(2-methoxy-5-[[4-methyl-6-(methylamino)pyrimidin-2-yl]amino]phenyl)-2H,4H,5H,6H,7H-pyrazolo[3,4-c]pyridine-6-carboxylate C(C)(C)(C)OC(=O)N1CC=2C(CC1)=CN(N2)C2=C(C=CC(=C2)NC2=NC(=CC(=N2)C)NC)OC.C(C=C)N2C(=O)NC(=O)C2